BrC1=C(C2=C(N(C(N(C2=O)C=2C=3N(C=CC2C)C=CN3)=O)CC(OC3CCOCC3)C3=C(C=CC=C3)OC)S1)C 6-bromo-1-(2-(2-methoxyphenyl)-2-((tetrahydro-2H-pyran-4-yl)oxy)ethyl)-5-methyl-3-(7-methylimidazo[1,2-a]pyridin-8-yl)thieno[2,3-d]pyrimidine-2,4(1H,3H)-dione